Aminopyrrolo[2,1-f][1,2,4]Triazine NC1=NN2C(C=N1)=CC=C2